(4-chloro-3-fluorophenoxy)-N-[6-[5-(4-chlorophenyl)-1,3,4-oxadiazol-2-yl]-2-oxopiperidin-3-yl]acetamide ClC1=C(C=C(OCC(=O)NC2C(NC(CC2)C=2OC(=NN2)C2=CC=C(C=C2)Cl)=O)C=C1)F